(t-butoxycarbonyl)-D-tyrosine C(C)(C)(C)OC(=O)N[C@H](CC1=CC=C(C=C1)O)C(=O)O